2-(4-(6,7-Dimethoxyquinolin-2-yl)-2-fluorophenyl)acetic acid COC=1C=C2C=CC(=NC2=CC1OC)C1=CC(=C(C=C1)CC(=O)O)F